C(C1=CC=CC=C1)[C@@]12[C@@H](NC[C@H](CC1)N2)CO (1R,2R,5S)-benzyl-2-(hydroxymethyl)-3,8-diazabicyclo[3.2.1]octane